bis(2,6-di-t-Butyl-4-octadecyloxycarbonylethylphenyl)pentaerythritol diphosphite OP(O)OP(O)O.C(C)(C)(C)C1=C(C(=CC(=C1)CCC(=O)OCCCCCCCCCCCCCCCCCC)C(C)(C)C)C(O)(C(CO)(CO)CO)C1=C(C=C(C=C1C(C)(C)C)CCC(=O)OCCCCCCCCCCCCCCCCCC)C(C)(C)C